FC1=C(C(=CC(=C1)F)NC)N 3,5-difluoro-N1-methylbenzene-1,2-diamine